N,N-dimethyl-aminomethyl-ferrocene CN(C)C[C-]1C=CC=C1.[CH-]1C=CC=C1.[Fe+2]